C1(CC1)C=1C=C(C(=NC1)C(=O)OC)NC1CC1 methyl 5-cyclopropyl-3-(cyclopropylamino)pyridine-2-carboxylate